6,7-dimethoxy-2-methyl-N-{(1R)-1-[3-(3-methylpyridin-4-yl)phenyl]ethyl}quinazolin-4-amine COC=1C=C2C(=NC(=NC2=CC1OC)C)N[C@H](C)C1=CC(=CC=C1)C1=C(C=NC=C1)C